(S)-N-(1-((12-azidododecyl)amino)-3,3-dimethyl-1-oxobutan-2-yl)-1-(pent-4-en-1-yl)-1H-indazole-3-carboxamide N(=[N+]=[N-])CCCCCCCCCCCCNC([C@H](C(C)(C)C)NC(=O)C1=NN(C2=CC=CC=C12)CCCC=C)=O